4-(1-(2-((3,5-dichlorophenyl)sulfonyl)-5,5-dimethyl-2,3,4,5-tetrahydro-1H-benzo[c]azepin-8-yl)piperidin-4-yl)morpholine ClC=1C=C(C=C(C1)Cl)S(=O)(=O)N1CC2=C(C(CC1)(C)C)C=CC(=C2)N2CCC(CC2)N2CCOCC2